4,4,5,5-tetramethyl-2-(3'-phenylspiro[thioxanthene-9,9'-xanthen]-4-yl)-1,3,2-dioxaborolane CC1(OB(OC1(C)C)C1=CC=CC2=C1SC1=CC=CC=C1C21C2=CC=CC=C2OC=2C=C(C=CC12)C1=CC=CC=C1)C